N-(3-methylpropanoxypropyl)-2-pyrrolidone CCCCOCCCN1C(CCC1)=O